5-[2-(5-Fluoro-2-pyridyl)-6,6-dimethyl-4,7-dihydropyrazolo[5,1-c][1,4]oxazin-3-yl]pyrazolo[1,5-a]pyridin-7-amine FC=1C=CC(=NC1)C1=NN2C(COC(C2)(C)C)=C1C1=CC=2N(C(=C1)N)N=CC2